C1CC12CCN(CC2)C2=NC=C(C=C2C(=O)NC2=CC(=CC=C2)S(=O)(=O)C)C(F)(F)F 2-(6-azaspiro[2.5]octan-6-yl)-N-(3-methylsulfonylphenyl)-5-(trifluoromethyl)-pyridine-3-carboxamide